(R)-5-(1-(3,5-dichloropyridin-4-yl)ethoxy)-3-iodo-1H-indazole ClC=1C=NC=C(C1[C@@H](C)OC=1C=C2C(=NNC2=CC1)I)Cl